(S)-2-((1-(2-(bis(4-methoxyphenyl)methyl)-2-methylhydrazineyl)-1-oxopropan-2-yl)carbamoyl)-4-methoxypyridin-3-yl propionate C(CC)(=O)OC=1C(=NC=CC1OC)C(N[C@H](C(=O)NN(C)C(C1=CC=C(C=C1)OC)C1=CC=C(C=C1)OC)C)=O